2-chloro-4-hydroxy-1-aminoanthraquinone ClC1=C(C=2C(C3=CC=CC=C3C(C2C(=C1)O)=O)=O)N